((tert-butyldimethylsilyloxy)methyl)-5-(2-cyclopropylethynyl)-8-fluoro-3-methyl-1,2-dihydroquinoxalin-2-one [Si](C)(C)(C(C)(C)C)OCN1C(C(=NC2=C(C=CC(=C12)F)C#CC1CC1)C)=O